C(CCCCCCCCCCC)O[SiH](OCCCCCCCCCCCC)OCCCCCCCCCCCC tri-n-dodecoxysilane